O1CC(CCC1)OCCN1CCC2(CC1)COC1=C2C=CC=C1 2-(oxan-3-yloxy)ethyl-2H-spiro[1-benzofuran-3,4'-piperidine]